C12(CC(C1)C2)NC(=O)C2=C1C=CN(C1=CC=C2C=2N(C=CC2C2=NN(C=C2)C(=O)OC(C)(C)C)C(=O)OC(C)(C)C)C(=O)OC(C)(C)C tert-butyl 4-(bicyclo[1.1.1]pentan-1-ylcarbamoyl)-5-(1-(tert-butoxycarbonyl)-3-(1-(tert-butoxycarbonyl)-1H-pyrazol-3-yl)-1H-pyrrol-2-yl)-1H-indole-1-carboxylate